N~2~-[2-(1,1-Dioxido-2,3-dihydro-1,4-benzothiazepin-4(5H)-yl)-6-methylquinolin-4-yl]glycine O=S1(CCN(CC2=C1C=CC=C2)C2=NC1=CC=C(C=C1C(=C2)NCC(=O)O)C)=O